3'-fluoro-3-iodo-5-(2,4,4-trimethylpentan-2-yl)-[1,1'-biphenyl] FC=1C=C(C=CC1)C1=CC(=CC(=C1)C(C)(CC(C)(C)C)C)I